NCCNC=1C=CC=2C(N(C(C3=CC=CC1C23)=[Se])CC)=[Se] 6-((2-aminoethyl)amino)-2-ethyl-1H-benzo[de]isoquinoline-1,3(2H)-diselenone